N2-[7-bromo-2-(1-methyl-1H-pyrazol-4-yl)[1,2,4]triazolo[1,5-c]quinazolin-5-yl]-N-[2-(piperidin-1-yl)ethyl]-D-alaninamide BrC1=CC=CC=2C=3N(C(=NC12)N[C@H](C)C(=O)NCCN1CCCCC1)N=C(N3)C=3C=NN(C3)C